ClC1=C(C=NC=C1)C=1C=NC=CC1Cl 4,4'-dichloro-3,3'-bipyridine